[K+].C(C1=CC=CC=C1)OC(CC(=O)[O-])=O 3-(benzyloxy)-3-oxopropionic acid potassium salt